7,8,9,10,11,12,13,14,15,16-decahydrocyclododeca[c]isoquinolin-5(6H)-one C1=C2C3=C(NC(C2=CC=C1)=O)CCCCCCCCCC3